C[C@@H]1CN(C[C@@H](O1)C)C(=O)C=1C2=C(N(N1)CC(=O)N1CCN(CC1)C1=C(C(=CC=C1)C)C)[C@H]1[C@@H](C2)C1 2-{(4aR,5aR)-3-[(2R,6S)-2,6-dimethylmorpholine-4-carbonyl]-4,4a,5,5a-tetrahydro-1H-cyclopropa[4,5]cyclopenta[1,2-c]pyrazol-1-yl}-1-[4-(2,3-dimethylphenyl)piperazin-1-yl]ethan-1-one